iridium(III) tris(2-phenyl-3-methylpyridine) C1(=CC=CC=C1)C1=NC=CC=C1C.C1(=CC=CC=C1)C1=NC=CC=C1C.C1(=CC=CC=C1)C1=NC=CC=C1C.[Ir+3]